ClC1=CC=C(C=C1)N1C(=NC2=C1C=NC=C2)C=2C=CC(=NC2)N2CCC(CC2)N 1-{5-[3-(4-Chlorophenyl)-3H-imidazo[4,5-c]pyridin-2-yl]pyridin-2-yl}piperidin-4-amine